4-(6-Amino-5-bromo-2-methoxypyrimidin-4-yl)-2-fluorobenzonitrile NC1=C(C(=NC(=N1)OC)C1=CC(=C(C#N)C=C1)F)Br